BrC=1C=CC(=NC1)N1CC(CC1)C(F)(F)F 5-bromo-2-[3-(trifluoromethyl)pyrrolidin-1-yl]pyridine